S1C(=NC2=C1C=CC=C2)C=2C(OC1=CC(=CC=C1C2)N(C)C)=O 3-(2-benzothiazolyl)-7-(dimethylamino)coumarin